4-[[3-(4-chloro-2,3-difluorophenyl)imidazo[1,2-a]pyrazin-8-yl]amino]-2-methyl-N-[2-(1-methylpiperidin-4-yl)ethyl]benzamide ClC1=C(C(=C(C=C1)C1=CN=C2N1C=CN=C2NC2=CC(=C(C(=O)NCCC1CCN(CC1)C)C=C2)C)F)F